(S)-2'-chloro-6'-(5-fluoro-6-methoxy-1H-1,3-benzodiazol-2-yl)-4-[(2-methoxyethyl)carbamoyl]-[1,1'-biphenyl]-2-carboxylic acid ClC1=C(C(=CC=C1)C1=NC2=C(N1)C=C(C(=C2)F)OC)C=2C(=CC(=CC2)C(NCCOC)=O)C(=O)O